N=1N(N=CC1)C=1C=CC(=NC1)C(C)C=1OC=C(N1)C(=O)O 2-(1-(5-(2H-1,2,3-triazol-2-yl)pyridin-2-yl)ethyl)oxazole-4-carboxylic acid